7-(3,5-Dimethylisoxazol-4-yl)-4-phenyl-5,6-dihydro-4H-imidazo[4,5,1-ij]quinolin-2(1H)-one CC1=NOC(=C1C1=C2CCC(N3C2=C(C=C1)NC3=O)C3=CC=CC=C3)C